[N+](=O)([O-])C1=C(C=CC=C1)C=1N(C(=CC1)C1=C(C=CC=C1)[N+](=O)[O-])C1=CC=CC=C1 2,5-bis(2-nitrophenyl)-1-phenyl-1H-pyrrole